methyl 2''-(difluoromethyl)-5''-methoxy-4-methyl-2-carbonyl-2H-[1,2':4',4''-terpyridine]-5'-carboxylate FC(C1=NC=C(C(=C1)C1=CC(=NC=C1C(=O)OC)N1C(C=C(C=C1)C)=C=O)OC)F